5'-(5-Methylpiperidin-2-yl)spiro[cyclopropane-1,3'-indoline]-2'-one CC1CCC(NC1)C=1C=C2C3(C(NC2=CC1)=O)CC3